4-{4-[(4'-chlorobiphenyl-2-yl)methyl]-4-methoxypiperidin-1-yl}-N-({3-nitro-4-[(tetrahydro-2H-pyran-4-ylmethyl)amino]phenyl}sulfonyl)-2-(1H-pyrrolo[2,3-b]pyridin-5-yloxy)benzamide ClC1=CC=C(C=C1)C1=C(C=CC=C1)CC1(CCN(CC1)C1=CC(=C(C(=O)NS(=O)(=O)C2=CC(=C(C=C2)NCC2CCOCC2)[N+](=O)[O-])C=C1)OC=1C=C2C(=NC1)NC=C2)OC